2-phenylethanone C1(=CC=CC=C1)CC=O